CCCCCCCCCCCCCCCCCCCCC(=O)OC[C@H](COP(=O)([O-])OCC[N+](C)(C)C)OC(=O)CCCCCCC/C=C\CCCC 1-heneicosanoyl-2-(9Z-tetradecenoyl)-glycero-3-phosphocholine